7-(Nitromethyl)-6,7-dihydrothieno[3,2-b]pyridin-5(4H)-one [N+](=O)([O-])CC1C2=C(NC(C1)=O)C=CS2